1-[5-(5-chloro-2-methoxypyridin-4-yl)-1H-pyrazole-3-carbonyl]-N-(2-hydroxy-2,3-dihydro-1H-inden-1-yl)piperidine-4-carboxamide ClC=1C(=CC(=NC1)OC)C1=CC(=NN1)C(=O)N1CCC(CC1)C(=O)NC1C(CC2=CC=CC=C12)O